FC1(CN(C1)S(=O)(=O)C=1C=C(C#N)C=CC1)F 3-(3,3-difluoroazetidin-1-yl)sulfonylbenzonitrile